NC(CC1=CC=C(C(=O)O)C=C1)C(=O)O 4-(2-amino-2-carboxyethyl)benzoic acid